Cl.N(C(=N)N)CCCC(=O)N 4-guanidinobutanamide Hydrochloride